C(C=C)(=O)N1[C@H](CN(CC1)C=1C2=C(N=C(N1)OC[C@H]1N(C[C@@H](C1)F)C)C(=CN2C)CC2=CC(=CC1=CC=CC=C21)O)CC#N 2-((S)-1-propenoyl-4-(2-(((2S,4R)-4-fluoro-1-methylpyrrolidin-2-yl)methoxy)-7-((3-hydroxynaphthalen-1-yl)methyl)-5-methyl-5H-pyrrolo[3,2-d]pyrimidin-4-yl)piperazin-2-yl)acetonitrile